FC(C)(C)C1=CC(=CC(=N1)N1CC2C(C1)CN(C2)C=O)C ((3R,6S)-5-(6-(2-fluoropropane-2-yl)-4-methylpyridin-2-yl)hexahydropyrrolo[3,4-c]pyrrol-2(1H)-yl)methanone